FC1(CCC(CC1)[C@@H](C=1N=C2N(C=CC(=C2F)C(C(=O)OC(C)(C)C)CC(F)F)C1)NC(=O)C1=NON=C1CC)F tert-Butyl 2-(2-{(S)-(4,4-difluorocyclohexyl)[(4-ethyl-1,2,5-oxadiazole-3-carbonyl)-amino]methyl}-8-fluoroimidazo[1,2-a]pyridin-7-yl)-4,4-difluorobutanoate